6-benzyl-8-methyl-5-morpholinyl-1,3-diphenylpyrido[2,3-d]pyrimidine-2,4,7(1H,3H,8H)-trione C(C1=CC=CC=C1)C1=C(C2=C(N(C(N(C2=O)C2=CC=CC=C2)=O)C2=CC=CC=C2)N(C1=O)C)N1CCOCC1